C(#N)C1=C(C=CC=C1)SC=1C=2N(C=C(C1)C=1C=NN(C1)[C@@H]1CNC(CC1)(C)C)N=CC2C#N (S)-4-((2-cyanophenyl)thio)-6-(1-(6,6-dimethylpiperidin-3-yl)-1H-pyrazol-4-yl)pyrazolo[1,5-a]pyridine-3-carbonitrile